1-((1-propenoylazetidin-3-yl)methyl)-6-(5-amino-2-(trifluoromethyl)phenyl)-7-chloro-4-(2-isopropyl-6-methylphenyl)-1,4-dihydroquinoxaline-2,3-dione C(C=C)(=O)N1CC(C1)CN1C(C(N(C2=CC(=C(C=C12)Cl)C1=C(C=CC(=C1)N)C(F)(F)F)C1=C(C=CC=C1C)C(C)C)=O)=O